COC(=O)C1=CC2=C(N=CS2)C=C1 methyl-1,3-benzothiazole-6-carboxylate